OCC([C@H]1CC[C@H]2[C@@H]3CCC4=CC(CC[C@]4(C)[C@H]3CC[C@]12C)=O)C 21-hydroxy-20-methylpregna-4-ene-3-one